FC1([C@@H](CN(CC1)CC1=CC(=C2CN(CC2=C1)C1=CC(=CC=C1)C1(CC(C1)C)C1=NN=CN1C)C(F)(F)F)C)F 6-(((R)-4,4-difluoro-3-methylpiperidin-1-yl)methyl)-2-(3-((1R,3R)-3-methyl-1-(4-methyl-4H-1,2,4-triazol-3-yl)cyclobutyl)phenyl)-4-(trifluoromethyl)isoindoline